5-(2-(tetrahydro-2H-pyran-2-yloxy)ethoxy)-4-(trifluoromethyl)picolinic acid O1C(CCCC1)OCCOC=1C(=CC(=NC1)C(=O)O)C(F)(F)F